(3-((4-phenyl-2-butyl)carbamoyl)phenyl)carbamic acid tert-butyl ester C(C)(C)(C)OC(NC1=CC(=CC=C1)C(NC(C)CCC1=CC=CC=C1)=O)=O